N-(6-(3-(4-isopropoxypyridin-2-yl)-1,2,4-thiadiazol-5-ylamino)-5-methylpyridin-3-yl)-N-methylacetamide C(C)(C)OC1=CC(=NC=C1)C1=NSC(=N1)NC1=C(C=C(C=N1)N(C(C)=O)C)C